diethyl-3,6-dichloro-9-(4-methoxybenzyl)-carbazole C(C)C1=C(C=2N(C3=CC=C(C=C3C2C=C1Cl)Cl)CC1=CC=C(C=C1)OC)CC